(4-methoxybenzyl)amine COC1=CC=C(CN)C=C1